tert-butyl 9-(2-fluorobiphenyl-4-yl)-9-methyl-3,4,6,7-tetrahydropyrazino[2,1-c][1,2,4]thiadiazine-8(9H)-carboxylate 2,2-dioxide FC1=C(C=CC(=C1)C1(N(CCN2C1=NS(CC2)(=O)=O)C(=O)OC(C)(C)C)C)C2=CC=CC=C2